ClC1=C(C=CC=C1Cl)S(=O)(=O)NC1=CC=C2C(CN(C2=C1)C(=O)N)(C)C 6-((2,3-dichlorophenyl)sulfonamido)-3,3-dimethylindoline-1-carboxamide